(S)-8'-(difluoromethoxy)-8-fluoro-7-methoxy-6'-(trifluoromethyl)-3'H-spiro[chromane-4,2'-imidazo[1,2-a]pyridine] FC(OC=1C=2N(C=C(C1)C(F)(F)F)C[C@]1(N2)CCOC2=C(C(=CC=C21)OC)F)F